2,3-dihydro-1-benzopyran-4-one O1CCC(C2=C1C=CC=C2)=O